dimethylamino(methyl)-2-isopropylpyridin-3-amine CN(C)C=1C(=C(C(=NC1)C(C)C)N)C